FC1=CC=C(OC=2C=CC(=NC2)NC(C(C)N2CC(N(CC2)C(=O)C2=CC=[N+](C=C2)[O-])(C)C)=O)C=C1 4-(4-(1-((5-(4-fluorophenoxy)pyridin-2-yl)amino)-1-oxopropan-2-yl)-2,2-dimethylpiperazine-1-carbonyl)pyridine 1-oxide